1-octylnonyl 8-[2-[[4-[2-[[8-(1-octylnonoxy)-8-oxo-octyl]-(6-oxo-6-undecoxy-hexyl)amino]ethylamino]-4-oxo-butanoyl]amino]ethyl-(6-oxo-6-undecoxy-hexyl)amino]octanoate C(CCCCCCC)C(CCCCCCCC)OC(CCCCCCCN(CCNC(CCC(=O)NCCN(CCCCCCCC(=O)OC(CCCCCCCC)CCCCCCCC)CCCCCC(OCCCCCCCCCCC)=O)=O)CCCCCC(OCCCCCCCCCCC)=O)=O